6-(((6-bromopyridin-2-yl)oxy)methyl)-1-methyl-1H-benzo[d]Imidazole BrC1=CC=CC(=N1)OCC=1C=CC2=C(N(C=N2)C)C1